ClC=1C=C(O[C@@H](C(=O)O)C)C=C(C1CC=1C=C(C(=CC1)O)C1=CC(=C(C=C1)F)F)Cl (R)-2-(3,5-dichloro-4-((3',4'-difluoro-6-hydroxy-[1,1'-biphenyl]-3-yl)methyl)phenoxy)propanoic acid